5-((6-(cyclopropylethynyl)pyridin-3-yl)oxy)-1H-1,2,3-triazole-4-carboxylic acid C1(CC1)C#CC1=CC=C(C=N1)OC1=C(N=NN1)C(=O)O